C(CCCCCCC\C=C\CCCCCCCC)(=O)O (9E)-9-octadecenoic acid